(S)-5-(4-(dimethylphosphoryl)-3-(trifluoromethyl)phenyl)-6-methyl-3,6-dihydro-2H-1,3,4-oxadiazin-2-one CP(=O)(C)C1=C(C=C(C=C1)C1=NNC(O[C@H]1C)=O)C(F)(F)F